FCC1=NN=C(S1)NC(=O)C1=NN2C(C(N(CC2)CC=2C(=NC=CC2)C)=O)=C1C1CC1 3-cyclopropyl-5-(2-methylpyridin-3-ylmethyl)-4-oxo-4,5,6,7-tetrahydropyrazolo[1,5-a]pyrazine-2-carboxylic acid (5-fluoromethyl[1,3,4]thiadiazol-2-yl)amide